FC(OC=1C=C(C=CC1)C1=NN(C=2C1=NC=C(C2)C(=O)NC(C)([C@@H](C)O)C)C(C)C)F (R)-3-(3-(difluoromethoxy)phenyl)-N-(3-hydroxy-2-methylbutan-2-yl)-1-isopropyl-1H-pyrazolo[4,3-b]pyridine-6-carboxamide